methyl 3-(2-((1-(3-(1-methyl-1H-pyrazol-4-yl)-5-(thiophen-2-yl)phenyl)ethyl)carbamoyl)phenyl)propanoate CN1N=CC(=C1)C=1C=C(C=C(C1)C=1SC=CC1)C(C)NC(=O)C1=C(C=CC=C1)CCC(=O)OC